(([1,1'-biphenyl]-4,4'-diylbis(4,5-diphenyl-1H-imidazole-1,2-diyl))bis(oxy))bis(acetylhydrazine) C1(=CC=C(C=C1)N1C(=NC(=C1C1=CC=CC=C1)C1=CC=CC=C1)ON(N)C(C)=O)C1=CC=C(C=C1)N1C(=NC(=C1C1=CC=CC=C1)C1=CC=CC=C1)ON(N)C(C)=O